(3-cyano-4-(5,5-dimethyl-1,3,2-dioxaborolan-2-yl)-7-fluorobenzo[b]thiophene-2-yl)carbamic acid tert-butyl ester C(C)(C)(C)OC(NC1=C(C2=C(S1)C(=CC=C2B2OC(CO2)(C)C)F)C#N)=O